methyl 4-(6-((tert-butoxycarbonyl) amino)-5-ethoxy-1-methyl-1H-benzo[d]imidazol-2-yl)-2,2-dimethylbutyrate C(C)(C)(C)OC(=O)NC=1C(=CC2=C(N(C(=N2)CCC(C(=O)OC)(C)C)C)C1)OCC